1,3,5-trioxobenzene O=C1CC(CC(C1)=O)=O